1-[4-[3-[2-fluoro-3-(pyrrolidin-1-ylsulfonylamino)benzoyl]-1H-pyrrolo[2,3-b]pyridin-5-yl]phenyl]cyclopropanecarboxamide FC1=C(C(=O)C2=CNC3=NC=C(C=C32)C3=CC=C(C=C3)C3(CC3)C(=O)N)C=CC=C1NS(=O)(=O)N1CCCC1